C(#N)C[C@@H](C1=CC=C(C=C1)S(=O)(=O)CC)C1=C(C(=O)N)C=CC(=C1)N1C[C@H](CC[C@H]1COC(F)F)N1CCC(CC1)C(F)(F)F ((S)-2-cyano-1-(4-(ethylsulfonyl)phenyl)ethyl)-4-((3'S,6'S)-6'-((difluoromethoxy)methyl)-4-(trifluoromethyl)-(1,3'-bipiperidine)-1'-yl)benzamide